6-methoxy-3,4-dihydro-2H-chromene-3-carboxamide COC=1C=C2CC(COC2=CC1)C(=O)N